C(C)(C)(C)P(C(C)(C)C)C[C-]1C=CC=C1.[C-]1(C=CC=C1)CP(C(C)(C)C)C(C)(C)C.[Fe+2] bis(di-tert-butylphosphinomethyl)ferrocene